(5-(3-cyano-2-(4-(4-methyl-4H-1,2,4-triazol-3-yl)piperidin-1-yl)phenyl)pyridin-3-yl)boronic acid C(#N)C=1C(=C(C=CC1)C=1C=C(C=NC1)B(O)O)N1CCC(CC1)C1=NN=CN1C